(3S)-3-cyclopropyl-N-[(2S)-2-(dimethylamino)-3-(1H-indazol-5-yl)propyl]-3-phenylpropanamide C1(CC1)[C@H](CC(=O)NC[C@H](CC=1C=C2C=NNC2=CC1)N(C)C)C1=CC=CC=C1